4-(N-(3-(tert-butyl)-5-cyclopropylbenzyl)-2-(N-((5-(trifluoromethyl)pyridin-2-yl)methyl)-(2,3,4,5,6-pentafluoro-phenyl)sulfonamido)acetamido)-3-methoxybenzoic acid C(C)(C)(C)C=1C=C(CN(C(CN(S(=O)(=O)C2=C(C(=C(C(=C2F)F)F)F)F)CC2=NC=C(C=C2)C(F)(F)F)=O)C2=C(C=C(C(=O)O)C=C2)OC)C=C(C1)C1CC1